[C@H]12CN(C[C@H](CC1)N2)C=2C1=C(N=C(N2)OCC23CCCN3CCC2)C(=C(N=C1)C1=C(C=CC=C1)C(F)(F)F)F 4-((1R,5S)-3,8-diazabicyclo[3.2.1]octan-3-yl)-8-fluoro-2-((tetrahydro-1H-pyrrolizin-7a(5H)-yl)methoxy)-7-(2-(trifluoromethyl)phenyl)pyrido[4,3-d]pyrimidine